(6S)-N-((6-amino-2-methylpyridin-3-yl)methyl)-1-chloro-4-oxo-3-(((tetrahydrofuran-3-yl)methyl)amino)-4,6,7,8-tetrahydropyrrolo[1,2-a]pyrazine-6-carboxamide NC1=CC=C(C(=N1)C)CNC(=O)[C@@H]1CCC=2N1C(C(=NC2Cl)NCC2COCC2)=O